(2S)-but-2-ylmethanesulfonate C[C@@H](CC)CS(=O)(=O)[O-]